4-(6-((R)-2-(2-isopropylphenyl)-4-(3-methoxy-4-(1-methylazetidin-3-yl)benzyl)piperazin-1-yl)-2-azaspiro[3.3]heptan-2-yl)benzamide C(C)(C)C1=C(C=CC=C1)[C@H]1N(CCN(C1)CC1=CC(=C(C=C1)C1CN(C1)C)OC)C1CC2(CN(C2)C2=CC=C(C(=O)N)C=C2)C1